C1(=CC=CC=C1)C1=C(CCCC1O)C1=CC=CC=C1 diphenylcyclohex-en-3-ol